Bis(cyclopentadienyl)nickel (II) C1(C=CC=C1)[Ni]C1C=CC=C1